C(C1=CC=CC=C1)OCC[B-](F)(F)F.[K+] potassium (2-(benzyloxy) ethyl)trifluoroborate